3-((1S,3R)-3-((S)-3-oxo-5-(pyrazin-2-yl)-6,7-dihydro-3H-pyrrolo[2,1-c][1,2,4]triazol-2(5H)-yl)cyclobutyl)benzonitrile O=C1N2C(=NN1C1CC(C1)C=1C=C(C#N)C=CC1)CC[C@H]2C2=NC=CN=C2